(1R,6S)-(-)-3-carene [C@@H]12CC(=CC[C@@H]1C2(C)C)C